5-cyano-6-chloro-3-hydroxy-quinoxaline C(#N)C1=C2N=C(C=NC2=CC=C1Cl)O